Cl.C[C@H]1C2=CN=CC(C3=NNC=4C=CC(O[C@@H](COCCO1)C)=CC34)=C2 (7S,13R)-7,13-dimethyl-8,11,14-trioxa-4,19,20-triazatetracyclo[13.5.2.12,6.018,21]tricosa-1(20),2(23),3,5,15(22),16,18(21)-heptaene hydrochloride